6-(2-(3-Trifluoromethoxyphenyl)-5,6-dihydro-4H-pyrrolo[1,2-b]pyrazol-3-yl)-1H-indazole FC(OC=1C=C(C=CC1)C=1C(=C2N(N1)CCC2)C2=CC=C1C=NNC1=C2)(F)F